1-(4-methylphenyl)-3-buten-1-ol CC1=CC=C(C=C1)C(CC=C)O